(S)-N-(1-((3-fluoro-4-(2-oxo-1,2-dihydropyrimidin-5-yl)phenyl)amino)-1-oxo-3,3-diphenylprop-2-yl)-1-methyl-1H-pyrazole-5-carboxamide FC=1C=C(C=CC1C=1C=NC(NC1)=O)NC([C@H](C(C1=CC=CC=C1)C1=CC=CC=C1)NC(=O)C1=CC=NN1C)=O